2,4,5,6-tetrahydro-1H-cyclobuta[f]indene-3-carboxamide C1CC2=C1C=C1CCCC1=C2C(=O)N